NC=1N=C(C2=C(C=CC=C2C1)F)C1=C(C=2N=C(N=C(C2C=N1)N([C@H]1CNCC1)C)OC[C@]12CCCN2C[C@@H](C1)F)F 7-(3-amino-8-fluoroisoquinolin-1-yl)-8-fluoro-2-(((2R,7aS)-2-fluorotetrahydro-1H-pyrrolizin-7a(5H)-yl)methoxy)-N-methyl-N-((R)-pyrrolidin-3-yl)pyrido[4,3-d]pyrimidin-4-amine